glycolic acid acrylate C(C=C)(=O)O.C(CO)(=O)O